O1C(COCC1)O.[K] potassium 1,4-dioxanol